ClC=1C=C(C=CC1Cl)N1CC(N(CC1)C(=O)N1C(C=CC2=CC=CC=C12)=O)C(=O)N1CCOCC1 (4-(3,4-dichlorophenyl)-2-(morpholine-4-carbonyl)piperazine-1-carbonyl)quinolin-2(1H)-one